[Br-].C(CCCCC)N1C=NC=C1 1-hexyl-imidazole bromide salt